C(CCCCCC(=O)OC1=CC=C(C=C1)N)C(=O)OC1=CC=C(C=C1)N bis(4-aminophenyl) hexane-1,6-dicarboxylate